C(C)(C)(C)OC(=O)N1CCC=2C3=C(N(C(C2C1)=O)CC1=CC=C(C=C1)C(F)(F)F)SC=C3 5-oxo-4-(4-trifluoromethylbenzyl)-4,5,8,9-tetrahydrothieno[2,3-c][2,7]naphthyridine-7(6H)-carboxylic acid tert-butyl ester